2-hydroxy-4-cyano-3,5-dichloro-6-bromopyridine OC1=NC(=C(C(=C1Cl)C#N)Cl)Br